2-(4-((4-amino-1-(2-hydroxy-2-methylpropyl)-2-(pentan-2-yl)-1H-imidazo[4,5-C]quinolin-7-yl)methyl)phenyl)acetonitrile NC1=NC=2C=C(C=CC2C2=C1N=C(N2CC(C)(C)O)C(C)CCC)CC2=CC=C(C=C2)CC#N